CC1(OB(OC1(C)C)C1=CC=C(C=C1)S(=O)(=NC)C)C 4,4,5,5-tetramethyl-2-(4-(N,S-dimethylsulfonimidoyl)phenyl)-1,3,2-dioxaborolan